ClC1=C(C=C2C(C(=CN(C2=C1)C1CC1)C(=O)O)=O)F 7-chloro-1-cyclopropyl-6-fluoro-4-oxo-1,4-dihydroquinoline-3-carboxylic acid